2-[6-bromo-1',1'-difluoro-1-oxospiro[3H-isoquinoline-4,2'-cyclopropan]-2-yl]-N-(5-fluoropyrimidin-2-yl)acetamide BrC=1C=C2C(=CC1)C(N(CC21C(C1)(F)F)CC(=O)NC1=NC=C(C=N1)F)=O